ClC1=C(C=CC=C1C1C(NC(CC1)=O)=O)C1=CC=C(C=C1)CC1=NC=CN=C1 3-(2-chloro-4'-(pyrazin-2-ylmethyl)-[1,1'-biphenyl]-3-yl)piperidine-2,6-dione